C1(CC1)NC(C(=O)O)(C)C 2-(CYCLOPROPYLAMINO)-2-METHYLPROPANOIC ACID